2-(4-(benzylsulfanyl)-2H-1,2,3-triazol-2-yl)-2-methylpropanoic acid methyl ester COC(C(C)(C)N1N=CC(=N1)SCC1=CC=CC=C1)=O